3-(pyridin-3-yl)aniline N1=CC(=CC=C1)C=1C=C(N)C=CC1